2-((4-(((S)-2-hydroxy-1-phenylethyl)amino)-5-(3-(2-hydroxypropan-2-yl)-1,2,4-oxadiazol-5-yl)pyridin-2-yl)amino)-7-methyl-6,7-dihydro-5H-pyrrolo[3,4-b]pyridin-5-one OC[C@H](C1=CC=CC=C1)NC1=CC(=NC=C1C1=NC(=NO1)C(C)(C)O)NC1=CC=C2C(=N1)C(NC2=O)C